6-(4-((4-methoxybenzyl)oxy)phenyl)-5-methyl-2-phenylpyrazolo[1,5-a]pyrimidin-7(4H)-one COC1=CC=C(COC2=CC=C(C=C2)C2=C(NC=3N(C2=O)N=C(C3)C3=CC=CC=C3)C)C=C1